2-(6-methylpyridin-2-yl)ethan-1-amine hydrochloride Cl.CC1=CC=CC(=N1)CCN